Tert-butyl 4-[4-[[[1-(2,6-dioxo-3-piperidyl)-3-methyl-2-oxo-benzimidazol-4-yl]-methyl-amino]methyl]-1-piperidyl]piperidine-1-carboxylate O=C1NC(CCC1N1C(N(C2=C1C=CC=C2N(C)CC2CCN(CC2)C2CCN(CC2)C(=O)OC(C)(C)C)C)=O)=O